C(C(=O)O)(=O)O.ClC1=C(C=CC=2N(C=NC21)CCC[C@H]2NCCC[C@@H]2O)Cl.ClC2=C(C=CC=1N(C=NC12)CCC[C@H]1NCCC[C@@H]1O)Cl (2r,3s)-2-(3-(4,5-dichloro-1H-benzo[d]imidazol-1-yl)propyl)piperidin-3-ol hemi-oxalate